Tert-Butyl 3-[1-[[(2-methylpropan-2-yl)oxycarbonylamino]methyl]cyclopropyl]indole-1-carboxylate CC(C)(C)OC(=O)NCC1(CC1)C1=CN(C2=CC=CC=C12)C(=O)OC(C)(C)C